N-((3-bromo-1-(tetrahydro-2H-pyran-2-yl)-1H-pyrazol-5-yl)methyl)pyridine-3-amine BrC1=NN(C(=C1)CNC=1C=NC=CC1)C1OCCCC1